BrC=1C=CC(=C(C1)NCC)[N+](=O)[O-] 2-((5-bromo-2-nitrophenyl)amino)ethan